FC1=C(CC2=NN3C(=NC(=C(C3=N2)C2=CC(=NC=C2)OC)C2=CC=C(C=C2)F)N)C(=CC=C1)F 2-(2,6-difluorobenzyl)-7-(4-fluorophenyl)-8-(2-methoxypyridin-4-yl)-[1,2,4]triazolo[1,5-c]pyrimidin-5-amine